(1,3-dioxoisoindolin-2-yl)hexanoic acid O=C1N(C(C2=CC=CC=C12)=O)C(C(=O)O)CCCC